CN1CC(N[C@@H]2[C@@H](C1=O)CCC2)=O (5aS,8aS)-4-methyloctahydrocyclopenta[e][1,4]diazepine-2,5-dione